P(=O)(OC(CCC)(CC)CC)([O-])[O-] diethyln-butyl phosphate